P(=O)(OC1=CC(=C(C(=C1)F)F)F)([O-])[O-] 3,4,5-trifluorophenyl phosphate